FC1=C(C(=CC=2N(C(=NC21)OC=2C=CC(=C(C(=O)OC)C2)C)COCC[Si](C)(C)C)F)C2=CC=C(C=C2)C2=CC=C(C=C2)C=O methyl 5-[4,6-difluoro-5-[4-(4-formylphenyl)phenyl]-1-(2-trimethylsilylethoxymethyl)benzimidazol-2-yl]oxy-2-methyl-benzoate